(S)-2-(4-(4-(2-(5-amino-8-(furan-2-yl)-2-oxothiazolo[5,4-e][1,2,4]triazolo[1,5-c]pyrimidin-3(2H)-yl)ethyl)piperazin-1-yl)-3-fluorophenoxy)propanoic acid NC1=NC2=C(C=3N1N=C(N3)C=3OC=CC3)SC(N2CCN2CCN(CC2)C2=C(C=C(O[C@H](C(=O)O)C)C=C2)F)=O